Cadaverin NCCCCCN